(3S,4R)-1-(5-(4,6-dimethylpyrimidin-5-yl)-1H-pyrrole-2-carbonyl)-N-(4-fluoro-3-methylphenyl)-4-methylpyrrolidine-3-carboxamide CC1=NC=NC(=C1C1=CC=C(N1)C(=O)N1C[C@H]([C@H](C1)C)C(=O)NC1=CC(=C(C=C1)F)C)C